NC1=NC2=CC=C(C=C2C=N1)C=1C(=C(C=CC1)NS(=O)(=O)C1=C(C=CC(=C1)Cl)Cl)F N-(3-(2-aminoquinazolin-6-yl)-2-fluorophenyl)-2,5-dichlorobenzenesulfonamide